thidiazolide S1N=N[C-]=C1